FC=1C(=C(C=CC1F)C1C(SC(C1)(C(F)(F)F)C)C(=O)NC=1C=CC(=C(C1)OB(O)O)C)OC (5-(3-(3,4-difluoro-2-methoxyphenyl)-5-methyl-5-(trifluoromethyl)tetrahydrothiophene-2-carboxamido)-2-methylphenyl)boric acid